C(C)(C)(C)S(=O)(=O)N1CCC2=C(C=CC=C12)NC(C1=C(C=C(C=C1)NS(=O)(=O)CCO)N1CCC2(CC2)CC1)=O N-(1-(tert-butylsulfonyl)indolin-4-yl)-4-((2-hydroxyethyl)sulfonamido)-2-(6-azaspiro[2.5]octan-6-yl)benzamide